4-(5-cyclopropyl-1,2,4-oxadiazol-3-yl)-N-{2-fluoro-6-[8-(propan-2-yl)-3,8-diazabicyclo[3.2.1]octan-3-yl]phenyl}-4-methylpiperidine-1-carboxamide C1(CC1)C1=NC(=NO1)C1(CCN(CC1)C(=O)NC1=C(C=CC=C1N1CC2CCC(C1)N2C(C)C)F)C